N1=C(C=CC=C1)CCC/C=C/CCNC(CC)=O N-[(3E)-7-(pyridin-2-yl)hept-3-enyl]propanamide